5-[(1E)-2-(4-formyl-3-methylphenyl)ethenyl]-2-(propan-2-yloxy)benzonitrile C(=O)C1=C(C=C(C=C1)/C=C/C=1C=CC(=C(C#N)C1)OC(C)C)C